FC(COC1=C(C=C(C(=N1)OC)NS(=O)(=O)C1=CN=C2N1C=CC=C2C)F)F N-[6-(2,2-difluoroethoxy)-5-fluoro-2-methoxy-3-pyridyl]-8-methyl-imidazo[1,2-a]pyridine-3-sulfonamide